4-(3-Chloroanilino)-2'-[(2R)-3-{[(5R)-5-ethyl-5,6,7,8-tetrahydroquinolin-4-yl]oxy}-2-methylpropyl]-2',3'-dihydrospiro[cyclohexane-1,1'-indene]-4-carboxylic acid ClC=1C=C(NC2(CCC3(C(CC4=CC=CC=C34)C[C@H](COC3=CC=NC=4CCC[C@H](C34)CC)C)CC2)C(=O)O)C=CC1